OC1=C(C=C(C(=N1)C(=O)O)Cl)Cl 6-hydroxy-3,5-dichloropicolinic acid